(R)-3-amino-N-(2-((4-fluorophenyl)amino)-2-oxo-1-phenylethyl)pyrazine-2-carboxamide NC=1C(=NC=CN1)C(=O)N[C@@H](C(=O)NC1=CC=C(C=C1)F)C1=CC=CC=C1